C(C)(C)(C)OC(=O)N([C@H]1CN(CC1)C1=NC(=NC2=C1OC[C@H](N2C(=O)[O-])CC)NC(=O)OC(C)(C)C)C (R)-4-((R)-3-((tert-butoxycarbonyl)(methyl)amino)pyrrolidin-1-yl)-2-((tert-butoxycarbonyl)amino)-7-ethyl-6,7-dihydro-8H-pyrimido[5,4-b][1,4]oxazine-8-carboxylate